2-Ethyl-3-methyl-5-phenyl-4-(trifluoromethyl)-5H-indeno[1,2-b]pyridine C(C)C1=C(C(=C2C(=N1)C1=CC=CC=C1C2C2=CC=CC=C2)C(F)(F)F)C